3-[[6-[2-[(3R)-4-(2-azidoacetyl)-3-methyl-piperazin-1-yl]pyrimidin-5-yl]-2,2-dimethyl-3-oxo-pyrrolo[2,3-b]pyridin-1-yl]methyl]pyridine-2-carbonitrile N(=[N+]=[N-])CC(=O)N1[C@@H](CN(CC1)C1=NC=C(C=N1)C1=CC=C2C(=N1)N(C(C2=O)(C)C)CC=2C(=NC=CC2)C#N)C